2-((5-(Benzyloxy)-4-oxo-4H-pyran-2-yl)methylene)-1,2,3,4-tetrahydroisoquinolin-2-ium C(C1=CC=CC=C1)OC=1C(C=C(OC1)C=[N+]1CC2=CC=CC=C2CC1)=O